1-(5-fluoropentyl)-N-(2-phenylpropan-2-yl)-1H-indole-3-carboxamide FCCCCCN1C=C(C2=CC=CC=C12)C(=O)NC(C)(C)C1=CC=CC=C1